6,7-dimethoxy-2-methyl-N-[1-(1-methyl-1H-indazol-7-yl)ethyl]quinazolin-4-amine COC=1C=C2C(=NC(=NC2=CC1OC)C)NC(C)C=1C=CC=C2C=NN(C12)C